rac-1-tert-butyl 2-methyl pyrrolidine-1,2-dicarboxylate N1([C@H](CCC1)C(=O)OC)C(=O)OC(C)(C)C |r|